6-(tert-butyl)-4-((4-(tert-butyl) phenyl) amino)-2-methyl-diethyl-1,2,3,4-tetrahydroquinoline-2,4-dicarboxylate C(C)(C)(C)C=1C=C2C(C(C(NC2=CC1)(C(=O)[O-])C)(CC)CC)(C(=O)[O-])NC1=CC=C(C=C1)C(C)(C)C